CN1N=CC(=C1)C1=NN(C=C1N)COCC[Si](C)(C)C 1'-methyl-1-((2-(trimethylsilyl)ethoxy)methyl)-1H,1'H-[3,4'-bipyrazol]-4-amine